C(=C)C1=CC(=C(C(=C1)OC)O)OC 4-vinyl-2,6-dimethoxy-phenol